O(C1=CC=CC=C1)CCCOC(C=C)=O.S1C=NC2=C1C=CC(=C2)C=2N=C1N(C(=C(C(N1N2)=O)N2CCN(CC2)C(=O)C2=NC=NC(=C2O)C)CC)CC(=O)N [2-(1,3-benzothiazol-5-yl)-6-ethyl-5-{4-[(5-hydroxy-6-methyl-4-pyrimidinyl)carbonyl]-1-piperazinyl}-4-oxo-1,3,3a,7-tetraaza-7-indenyl]acetamide 3-phenoxypropyl-acrylate